CO[C@H]1CN(CC1)CCN 2-[(3R)-3-methoxypyrrolidin-1-yl]ethanamine